Cl.Cl.C12CNCC(CC1)N2 3,8-diazabicyclo[3.2.1]octane dihydrochloride